3-(4-((4-aminobutyl)(((1r,4r)-4-aminocyclohexyl)methyl)amino)-1-oxoisoindolin-2-yl)piperidine-2,6-dione NCCCCN(C1=C2CN(C(C2=CC=C1)=O)C1C(NC(CC1)=O)=O)CC1CCC(CC1)N